2-allyl-6-((4-isobutoxyphenyl)amino)-1-(6-((1-methylpiperidin-4-yl)oxy)pyridin-2-yl)-1,2-dihydro-3H-pyrazolo[3,4-d]pyrimidin-3-one C(C=C)N1N(C2=NC(=NC=C2C1=O)NC1=CC=C(C=C1)OCC(C)C)C1=NC(=CC=C1)OC1CCN(CC1)C